trans-alpha-methyl-cinnamic acid CC(=CC1=CC=CC=C1)C(=O)O